4-((9-(dicyanomethylene)-9H-xanthen-3-yl)oxy)butyl acrylate C(C=C)(=O)OCCCCOC=1C=CC=2C(C3=CC=CC=C3OC2C1)=C(C#N)C#N